CON(C(C(C)N(C(OC(C)(C)C)=O)C([2H])([2H])[2H])=O)C Tert-butyl (1-(methoxy(methyl)amino)-1-oxopropan-2-yl)(methyl-d3)carbamate